3,4-Difluoro-N-[6-(1-methyl-piperidine-4-carbonyl)-pyridin-2-yl]-benzamide FC=1C=C(C(=O)NC2=NC(=CC=C2)C(=O)C2CCN(CC2)C)C=CC1F